ClC=1C=CC(=C(C1)C1=CC(N(C=C1OC)C(C(=O)OC(C)(C)C)CCOC)=O)C1=NOCC1 tert-butyl 2-{4-[5-chloro-2-(4,5-dihydro-1,2-oxazol-3-yl) phenyl]-5-methoxy-2-oxopyridin-1(2H)-yl}-4-methoxybutyrate